Furan-2-ylmethyl(2-morpholin-4-yl-ethyl)-amine O1C(=CC=C1)CNCCN1CCOCC1